NC=1C(=C(C=C2C=C(N=CC12)NC(OC1CC(C1)(O)C1CC1)=O)C1=C(C2=C(OCCN2)N=C1)C)F 3-Cyclopropyl-3-hydroxycyclobutyl (8-amino-7-fluoro-6-(8-methyl-2,3-dihydro-1H-pyrido[2,3-b][1,4]oxazin-7-yl)isoquinolin-3-yl)carbamate